2-(benzofuran-3-yl)-4,4,5,5-tetramethyl-1,3,2-dioxaborolane O1C=C(C2=C1C=CC=C2)B2OC(C(O2)(C)C)(C)C